dimethyl (2-methylphenylmethylene)malonate CC1=C(C=CC=C1)C=C(C(=O)OC)C(=O)OC